C(C)(C)(C)C1=CC=C(C(=O)C2=C(C(=C(C=C2)OC(=O)N2CCOCC2)O)O)C=C1 4-(4-tert-butylbenzoyl)-2,3-dihydroxyphenyl-morpholine-4-carboxylate